Cl.CN[C@H](CC1=CC2=C(OCO2)C=C1)C (αS)-N,α-dimethyl-1,3-benzodioxole-5-ethanamine, monohydrochloride